2-{[4-({2-[(4-chloro-2-fluorophenoxy)methyl]pyridin-4-yl}oxy)-2-fluorophenyl]methyl}-4-fluoro-1-{[(2S)-oxetan-2-yl]methyl}-1H-1,3-benzodiazole-6-carboxylic acid ClC1=CC(=C(OCC2=NC=CC(=C2)OC2=CC(=C(C=C2)CC2=NC3=C(N2C[C@H]2OCC2)C=C(C=C3F)C(=O)O)F)C=C1)F